3-((7-chloro-6-(2,4-dichloro-5-methoxyphenyl)-5-fluoro-4-(2-isopropyl-6-methylphenyl)-2,3-dioxo-3,4-dihydroquinoxalin-1(2H)-yl)methyl)azetidine-1-carboxylic acid tert-butyl ester C(C)(C)(C)OC(=O)N1CC(C1)CN1C(C(N(C2=C(C(=C(C=C12)Cl)C1=C(C=C(C(=C1)OC)Cl)Cl)F)C1=C(C=CC=C1C)C(C)C)=O)=O